C(C)(C)(C)OCCCCCCOC(C)(C)C 1,6-di-tert-butoxyhexane